(E)-4-(cyclopropylmethoxy)-2-hydroxy-3-(3-methylbut-2-en-1-yl)-6-(4-(trifluoromethyl)styryl)benzoic acid C1(CC1)COC1=C(C(=C(C(=O)O)C(=C1)\C=C\C1=CC=C(C=C1)C(F)(F)F)O)CC=C(C)C